C(C)(C)(C)C([O-])(C)C tert-butyldimethyl-methoxide